C(#N)C=1C=CC(=NC1)N1CCN(CC1)CC(=O)N([C@@H]1CCC=2C1=NNC(C2C(F)(F)F)=O)C |r| rac-2-(4-(5-Cyanopyridin-2-yl)piperazin-1-yl)-N-methyl-N-(3-oxo-4-(trifluoromethyl)-3,5,6,7-tetrahydro-2H-cyclopenta[c]pyridazin-7-yl)acetamide